1,1'-(1,3-phenylenedicarbonyl)bis[2-methylaziridine] C1(=CC(=CC=C1)C(=O)N1C(C1)C)C(=O)N1C(C1)C